FC1=CC=C(C=C1)C1(COC1)N(S(=O)(=O)C=1C=C2CCN(CC2=CC1)C(C(C)C)=O)C N-(3-(4-fluorophenyl)oxetan-3-yl)-2-isobutyryl-N-methyl-1,2,3,4-tetrahydroisoquinoline-6-sulfonamide